(4-((S)-2,2-difluoro-7-((5-methoxy-7-methyl-1H-indol-4-yl)methyl)-7-azaspiro[3.5]nonan-6-yl)phenyl)((R)-3-hydroxypyrrolidin-1-yl)methanone FC1(CC2(C1)C[C@H](N(CC2)CC2=C1C=CNC1=C(C=C2OC)C)C2=CC=C(C=C2)C(=O)N2C[C@@H](CC2)O)F